CO[Si]1(N(CCC1)CCS[Si](OC)(OC)OC)OC 2,2-dimethoxy-N-(trimethoxysilylthioethyl)-1-aza-2-silacyclopentane